(Z)-7-chloro-8-fluoro-2-((2-(fluoromethylene)tetrahydro-1H-pyrrolizin-7a(5H)-yl)methoxy)-4-(2,2,2-trifluoroethoxy)pyrido[4,3-d]pyrimidine ClC1=C(C=2N=C(N=C(C2C=N1)OCC(F)(F)F)OCC12CCCN2C\C(\C1)=C/F)F